FC(OC=1C=C(C=CC1)NC(=O)C1=CSC=2CN(CCC21)CC=2C=NC=NC2)F N-(3-(difluoromethoxy)phenyl)-6-(pyrimidin-5-ylmethyl)-4,5,6,7-tetrahydrothieno[2,3-c]pyridine-3-carboxamide